COC(=O)C1=CC=C(C=C1)[C@H]1N(CCC(C1)=COC)C(=O)OCC1=CC=CC=C1 benzyl (S)-2-(4-(methoxycarbonyl)phenyl)-4-(methoxymethylene)piperidine-1-carboxylate